C(C)(C)C12CC(CC(C=C1)(O2)C(C)C)=O 1,5-di-isopropyl-8-oxabicyclo[3.2.1]oct-6-en-3-one